N-[4-(3-Cyanophenyl)-5-(2,6-dimethyl-4-pyridyl)thiazol-2-yl]-2,2-dioxo-2λ^{6}-thia-6-azaspiro[3.3]heptan-6-carboxamid C(#N)C=1C=C(C=CC1)C=1N=C(SC1C1=CC(=NC(=C1)C)C)NC(=O)N1CC2(CS(C2)(=O)=O)C1